N1=CC=C(C=C1)CC1C[C@H](NC1)C(=O)O gamma-(4-pyridinyl-methyl)-proline